2-(2,6-dihydropyrrolo[3,4-c]pyrazol-5(4H)-yl)-N-methyl-N-(piperidin-4-yl)pyrido[3,4-d]pyrimidin-6-amine N=1NC=C2C1CN(C2)C=2N=CC1=C(N2)C=NC(=C1)N(C1CCNCC1)C